methoxy-[1,1']biphenyl COC1=C(C=CC=C1)C1=CC=CC=C1